(5-(4-(3,4,5-trimethoxybenzoyl)-1H-imidazol-2-yl)-1H-indol-2-yl)(3,4,5-trimethoxyphenyl)methanone COC=1C=C(C(=O)C=2N=C(NC2)C=2C=C3C=C(NC3=CC2)C(=O)C2=CC(=C(C(=C2)OC)OC)OC)C=C(C1OC)OC